[I].[Na] sodium iodine